6-(hexanoylamino)hexanoate C(CCCCC)(=O)NCCCCCC(=O)[O-]